CN1N=C(C=C1N)C=1C=NC(=CC1)C(F)(F)F 1-methyl-3-(6-(trifluoromethyl)pyridin-3-yl)-1H-pyrazol-5-amine